C1(=C(C=CC=C1)C1=NC=CC(=C1)\C=C/1\C(NC(S1)=O)=O)C (Z)-5-((2-(o-tolyl)pyridin-4-yl)methylene)thiazolidine-2,4-dione